C(C1CO1)OCC=C allyl glycidyl ether